C12(C(C3CC(CC(C1)C3)C2)O)O Adamantandiol